pyridine-2-carboxylic acid [2-benzenesulfinyl-2-(5-bromo-furan-2-yl)ethyl]amide C1(=CC=CC=C1)S(=O)C(CNC(=O)C1=NC=CC=C1)C=1OC(=CC1)Br